7-bromo-3-(1-methylpiperidin-4-yl)quinoline BrC1=CC=C2C=C(C=NC2=C1)C1CCN(CC1)C